N-{(E)-[(Cyclopropylmethoxy)imino][6-(difluoromethoxy)-2,3-difluorophenyl]methyl}-2-phenylacetamide C1(CC1)CO\N=C(\NC(CC1=CC=CC=C1)=O)/C1=C(C(=CC=C1OC(F)F)F)F